C1(CC1)N1N=CC=N1 (R)-2-Cyclopropyl-2H-1,2,3-triazole